tert-butyl (3r,4r)-4-({7-bromo-5-fluoropyrrolo[2,1-f][1,2,4]triazin-2-yl} amino)-3-fluoropiperidine-1-carboxylate BrC1=CC(=C2C=NC(=NN21)N[C@H]2[C@@H](CN(CC2)C(=O)OC(C)(C)C)F)F